C(C)(C)C1=CCC(CC1)(C)SCCC#N 3-((4-isopropyl-1-methylcyclohex-3-en-1-yl)thio)propanenitrile